4,4-dimethyl-1,4-dihydroindeno[1,2-b]pyrrole CC1(C2=CC=CC=C2C=2NC=CC21)C